[Si](C)(C)(C(C)(C)C)OCC1(C(NC2=CC(=CC=C12)C#CC1=C2C=C(N=CC2=CC=N1)NC1=CC=C(C=C1)S(=O)(C(C)C)=NC(OC(C)(C)C)=O)=O)C tert-butyl ((4-((5-((3-(((tert-butyldimethylsilyl)oxy)methyl)-3-methyl-2-oxoindolin-6-yl)ethynyl)-2,6-naphthyridin-3-yl)amino)phenyl)(isopropyl)(oxo)-λ6-sulfaneylidene)carbamate